The molecule is an isoquinoline alkaloid that is a dimer of 10-methoxydehydroanonaine. Isolated from the roots of Polyalthia debilis, it exhibits moderate antimalarial activity by inhibiting the growth of the malarial parasite Plasmodium falciparum. It has a role as a metabolite and an antimalarial. It is an aromatic ether, a biaryl, an isoquinoline alkaloid, a member of isoquinolines and an oxacycle. It derives from a (-)-annonaine. COC1=CC2=C(C=C1)C(=C3C4=C2C5=C(C=C4CCN3)OCO5)C6=C7C8=C(C9=C6C=CC(=C9)OC)C1=C(C=C8CCN7)OCO1